COC(CC(C(F)(F)F)=O)=O.NC1=CC(=CC=C1)N 1,3-diaminobenzene methyl-4,4,4-trifluoro-3-oxobutanoate